C(C)(C)(C)OC(=O)N1C[C@H](CCC1)NC1=NC=C(C(=N1)C1=CNC2=C(C=CC=C12)NS(=O)(=O)C)C(F)(F)F (S)-3-((4-(7-(methylsulfonylamino)-1H-indol-3-yl)-5-(trifluoromethyl)pyrimidin-2-yl)amino)piperidine-1-carboxylic acid tert-butyl ester